C1(CC1)S(=O)(=O)NC(=O)C1=NC=CC=C1N[C@H](C)C=1C=C(C=C2C(C(=C(OC12)C1=CC=CC=C1)C)=O)C N-Cyclopropylsulfonyl-3-[[(1R)-1-(3,6-dimethyl-4-oxo-2-phenyl-chromen-8-yl)ethyl]amino]pyridine-2-carboxamide